(R)-methyl-2-aminobutyrate hydrochloride Cl.COC([C@@H](CC)N)=O